ClC1=C(C(N(C=C1)C1=NC=C(C(=C1)C1=CC=NC=C1OC)C(=O)NC1=NC(=NS1)C1=C(C=NN1C)C)=O)F chloro-N-(3-(1,4-dimethyl-1H-pyrazol-5-yl)-1,2,4-thiadiazol-5-yl)-3-fluoro-5''-methoxy-2-oxo-2H-[1,2':4',4''-terpyridin]-5'-carboxamide